1-ethyl-N-[3-fluoro-4-[(7-methoxy-1,5-naphthyridin-4-yl)oxy]phenyl]-5-(4-fluoro-2-methylphenyl)-6-(hydroxymethyl)-4-oxopyridine-3-carboxamide C(C)N1C=C(C(C(=C1CO)C1=C(C=C(C=C1)F)C)=O)C(=O)NC1=CC(=C(C=C1)OC1=CC=NC2=CC(=CN=C12)OC)F